tert-butyl 2-((2-chloro-3-(4,4,5,5-tetramethyl-1,3,2-dioxaborolan-2-yl)phenyl)carbamoyl)-1-(methyl-d3)-1,4,6,7-tetrahydro-5H-imidazo[4,5-c]pyridine-5-carboxylate ClC1=C(C=CC=C1B1OC(C(O1)(C)C)(C)C)NC(=O)C=1N(C2=C(CN(CC2)C(=O)OC(C)(C)C)N1)C([2H])([2H])[2H]